Tripropoxy(2-vinylphenyl)silane C(CC)O[Si](C1=C(C=CC=C1)C=C)(OCCC)OCCC